4-((1R,5S)-3,8-diazabicyclo[3.2.1]octan-3-yl)-7-(8-chloronaphthalen-1-yl)-8-fluoro-2-(((S)-1-isopropylpyrrolidin-2-yl)methoxy)pyrido[4,3-d]pyrimidine [C@H]12CN(C[C@H](CC1)N2)C=2C1=C(N=C(N2)OC[C@H]2N(CCC2)C(C)C)C(=C(N=C1)C1=CC=CC2=CC=CC(=C12)Cl)F